Cl.Cl.NCC=1C(=C2C=CN=C(C2=CC1)N)F 6-(aminomethyl)-5-fluoroisoquinolin-1-amine dihydrochloride